COCCNC(=O)CNC(OC(C)(C)C)=O tert-butyl N-{[(2-methoxyethyl)carbamoyl]methyl}carbamate